N1=CN=C(C2=C1NC=C2)C=2C=NN(C2)C2(CN(C2)C2CCN(CC2)C(C2=C(C(=CC(=C2F)F)F)F)=O)CC#N {3-[4-(7H-pyrrolo[2,3-d]pyrimidin-4-yl)-1H-pyrazol-1-yl]-1-[1-(2,3,5,6-tetrafluorobenzoyl)piperidin-4-yl]azetidin-3-yl}acetonitrile